Tert-butyl 7-[2-[8-methyl-6-[(2R)-2-phenylpropoxy]-[1,2,4]triazolo[1,5-a]pyridin-2-yl]propyl]-6-oxo-2,5,7-triazaspiro[3.4]octane-2-carboxylate CC=1C=2N(C=C(C1)OC[C@H](C)C1=CC=CC=C1)N=C(N2)C(CN2C(NC1(CN(C1)C(=O)OC(C)(C)C)C2)=O)C